ClC=1C=C(C=CC1Cl)C=1N=C(SC1SC(C)C)N1N=C(C(=C1C(=O)O)C1=CC(=CC(=C1)C)C)C 1-(4-(3,4-dichlorophenyl)-5-(isopropylthio)thiazol-2-yl)-4-(3,5-dimethylphenyl)-3-methyl-1H-pyrazole-5-carboxylic acid